C(OC(C)Cl)(OCCC(CCC(CCC(CCC(CCCCCC)=O)=O)=O)=O)=O 1-chloroethyl (3,6,9,12-tetraoxooctadecyl) carbonate